NC1=NC(=NC2=C(C(=C(C=C12)OC)OC)F)N1C2(CC2)CN(CC1)C(=O)OC(C)(C)C tert-Butyl 4-(4-amino-8-fluoro-6,7-dimethoxyquinazolin-2-yl)-4,7-diazaspiro[2.5]octane-7-carboxylate